CP(=O)(C)C1=C(C=C(C=C1)C)NC1=NC(=NC=C1C(F)(F)F)N[C@@H]1CNCCC1 N4-[2-(dimethylphosphoryl)-5-methylphenyl]-N2-[(3S)-piperidin-3-yl]-5-(trifluoromethyl)pyrimidine-2,4-diamine